(E)-2-(3-(3-methoxy-4-(prop-2-yn-1-yloxy)phenyl)acrylamido)-N-(1-methyl-1H-pyrazol-4-yl)benzamide COC=1C=C(C=CC1OCC#C)/C=C/C(=O)NC1=C(C(=O)NC=2C=NN(C2)C)C=CC=C1